CN1C(C(C2=CC=C(C=C12)C(F)(F)F)C1=CC=NC=C1)=O methyl-3-(4-pyridyl)-6-(trifluoromethyl)indolin-2-one